OC=1C=CC(=NC1)N1CCN(CC1)C(CC(C1=CC=CC=C1)NC(C=C)=O)=O N-{3-[4-(5-Hydroxy-pyridin-2-yl)-piperazin-1-yl]-3-oxo-1-phenyl-propyl}-acrylamide